(S)-3-((3-amino-4-methoxybenzo[d]isoxazol-6-yl)methoxy)pyrrolidine-1-carboxylic acid tert-butyl ester C(C)(C)(C)OC(=O)N1C[C@H](CC1)OCC1=CC2=C(C(=NO2)N)C(=C1)OC